2-(3-cyanophenyl)Acetamide C(#N)C=1C=C(C=CC1)CC(=O)N